3-(4-amino-6-((S)-3-fluoro-3-methylpyrrolidin-1-yl)pyrido[3,4-d]pyrimidin-8-yl)-2,4-dimethylphenol NC=1C2=C(N=CN1)C(=NC(=C2)N2C[C@@](CC2)(C)F)C=2C(=C(C=CC2C)O)C